[1,5]naphthyridine-3-carboxylate N1=CC(=CC2=NC=CC=C12)C(=O)[O-]